(E)-N'-(naphthalen-2-ylmethylene)benzoyl-hydrazine C1=C(C=CC2=CC=CC=C12)\C=N\NC(C1=CC=CC=C1)=O